5-(6-chloro-3-((1-(2-isopropyl-3,6-dimethyl-4-oxo-4H-chromen-8-yl)ethyl)amino)pyridin-2-yl)-3-fluoro-2-(4,4,5,5-tetramethyl-1,3,2-dioxaborolan-2-yl)benzaldehyde ClC1=CC=C(C(=N1)C=1C=C(C(=C(C=O)C1)B1OC(C(O1)(C)C)(C)C)F)NC(C)C=1C=C(C=C2C(C(=C(OC12)C(C)C)C)=O)C